8-(Imidazo[1,2-a]pyrazin-8-yl)-3-(2-(8-methyl-6-(3-methyl-3-phenylpyrrolidin-1-yl)-[1,2,4]triazolo[1,5-a]pyridin-2-yl)ethyl)-1,3,8-triazaspiro[4.5]decan-2-one N=1C=CN2C1C(=NC=C2)N2CCC1(CN(C(N1)=O)CCC1=NN3C(C(=CC(=C3)N3CC(CC3)(C3=CC=CC=C3)C)C)=N1)CC2